CC1=C(C=CC=C1C=1OC2=C(N1)C=C(C=C2C#N)CO)C2=C(C(=CC=C2)NC2=NC=CC1=NC=CN=C12)C 2-(2,2'-dimethyl-3'-(pyrido[4,3-b]pyrazin-5-ylamino)biphenyl-3-yl)-5-(hydroxymethyl)benzo[d]oxazole-7-carbonitrile